N[C@@H](C)C(=O)N[C@@H](C)C(=O)OC(C)(C)C Tert-Butyl L-alanyl-L-alaninate